C(=C)[Si](C)(C)OCC Vinyl-ethoxydimethyl-silane